2-[(3,3-Dimethyl-1-oxoisoindol-5-yl)amino]-4-[(1S)-2-hydroxy-1-phenylethyl]amino-N'-[2-(4-ethylpiperazin-1-yl)acetyl]pyrimidine CC1(NC(C2=CC=C(C=C12)NC1N=CC=C(N1C(CN1CCN(CC1)CC)=O)N[C@H](CO)C1=CC=CC=C1)=O)C